1-benzyloxy-2,4,6-tribromobenzene C(C1=CC=CC=C1)OC1=C(C=C(C=C1Br)Br)Br